(S)-methyl-2-((6-((4-cyano-2-fluorobenzyl) oxy)-2'-oxo-[2,4'-bipyridin]-1'(2'H)-yl) methyl)-3-(oxetan-2-ylmethyl)-3H-imidazo[4,5-b]pyridine-5-carboxylate COC(=O)C1=CC=C2C(=N1)N(C(=N2)CN2C(C=C(C=C2)C2=NC(=CC=C2)OCC2=C(C=C(C=C2)C#N)F)=O)C[C@H]2OCC2